FC1=C(C=CC(=C1F)OC)C1=CN=C2N1C=CN=C2NC2=CC(=C(C(=O)NCCNC(=O)N1CCNCC1)C=C2)CC (2S)-4-[2-[[4-[[3-(2,3-Difluoro-4-methoxyphenyl)imidazo[1,2-a]pyrazin-8-yl]amino]-2-ethylbenzoyl]amino]ethylcarbamoyl]piperazin